CN(CCNC(=O)C1=CC2=C(N3C=4C=CC=CC4N=C13)N=CC(=C2)F)C 3-Fluoro-1,7,11b-triaza-benzo[c]fluorene-6-carboxylic Acid (2-dimethylamino-ethyl)-amide